4-(5-(dimethylamino)pyridin-2-yloxy)benzonitrile CN(C=1C=CC(=NC1)OC1=CC=C(C#N)C=C1)C